N-(1-cyanocyclopropyl)-3-((6-phenylpyridazin-3-yl)amino)benzamide C(#N)C1(CC1)NC(C1=CC(=CC=C1)NC=1N=NC(=CC1)C1=CC=CC=C1)=O